2-((4-(methoxycarbonyl)quinolin-7-yl)oxy)acetic acid COC(=O)C1=CC=NC2=CC(=CC=C12)OCC(=O)O